OC1=C(C(=O)NC)C=CC(=C1)OC1=CC=C(C=C1)CCOC hydroxy-4-(4-(2-methoxyethyl)phenoxy)-N-methylbenzamide